NN1C(CN=C(C2=C1C=CC(=C2Cl)Cl)C2=C(C=CC(=C2)OC)F)=O 1-amino-6,7-dichloro-5-(2-fluoro-5-methoxy-phenyl)-3H-1,4-benzodiazepine-2-One